Cl.C(C)C1(CCNCC1)C1=NC=CC=N1 2-(4-ethylpiperidin-4-yl)pyrimidine HCl salt